tert-butyl 2-(2-(3,3-dimethyltetrahydro-2H-pyran-4-yl)-5-fluorophenyl)acetate CC1(COCCC1C1=C(C=C(C=C1)F)CC(=O)OC(C)(C)C)C